FC(F)(F)OC(=O)C=1C=C(C=CC1)C1=CC=CC=C1 (trifluoromethyl)(1,1'-biphenyl)-3-carboxylate